2-dimethylamino-1-(4-morpholinylphenyl)-2-(4-methylphenylmethyl)butan-1-one CN(C(C(=O)C1=CC=C(C=C1)N1CCOCC1)(CC)CC1=CC=C(C=C1)C)C